oxacyclotetradecane-2,10-dione O1C(CCCCCCCC(CCCC1)=O)=O